Cl(=O)(=O)(=O)[O-].C1(=C(C(=CC(=C1)C)C)C=1C2=CC=CC=C2[N+](=C2C=CC=CC12)C)C 9-mesityl-10-methyl-acridinium perchlorate